FS(=O)(=O)OC1=CC=C(C=C1)COC1=C(C=C(C=C1)CO)CO 4-[[4-[(fluorosulfonyl)oxy]phenyl]methoxy]-1,3-Benzenedimethanol